furamidine N=C(N)C1C=CC(C2=CC=C(C3C=CC(C(=N)N)=CC=3)O2)=CC=1